O=C1N(CC2=CC(=CC=C12)C1CCN(CC1)[C@H](C)C1=CC=CC=C1)C1C(NC(CC1)=O)=O 3-(1-oxo-5-(1-((R)-1-phenylethyl)piperidin-4-yl)isoindolin-2-yl)piperidine-2,6-dione